CS(=O)(=O)OC[C@H](C)NC(=O)OCC1=CC=CC=C1 (S)-2-(((benzyloxy)carbonyl)amino)propyl methanesulfonate